N-[(2S,3R)-2-{[3'-(difluoromethyl)-2-fluoro[1,1'-biphenyl]-3-yl]methyl}-4,4-difluoro-1-(oxetane-2-carbonyl)pyrrolidin-3-yl]ethanesulfonamide FC(C=1C=C(C=CC1)C1=C(C(=CC=C1)C[C@@H]1N(CC([C@@H]1NS(=O)(=O)CC)(F)F)C(=O)C1OCC1)F)F